NC1CN(CC1)CC1=CC=C(C=C1)N1C(=NC=2C1=NC(=CC2)C2=CC=CC=C2)C=2C(=NC=CC2)N 3-(3-(4-((3-Aminopyrrolidin-1-yl)methyl)phenyl)-5-phenyl-3H-imidazo[4,5-b]pyridin-2-yl)pyridin-2-amine